C(C=C)N1CCN(CC1)C1=C(C=C(C(=C1)OC)NC1=NC=NC(=C1)N1OCC[C@@H]1C1=CC(=CC=C1)C(F)(F)F)NC(C=C)=O (R)-N-(2-(4-allylpiperazin-1-yl)-4-methoxy-5-((6-(3-(3-(trifluoromethyl)phenyl)isoxazolidine-2-yl)pyrimidin-4-yl)amino)phenyl)acrylamide